C1(=CC=CC=C1)N1C(C(=C(C1=O)C1=CC=CC=C1)C1=CC=CC=C1)=O 1,3,4-Triphenylpyrrole-2,5-dione